FC1=C(CNS(=O)C(C)(C)C)C=CC=C1C1=CC(=CC=2C=C(OC21)F)CO N-(2-fluoro-3-(2-fluoro-5-(hydroxymethyl)benzofuran-7-yl)benzyl)-2-methylpropan-2-sulfinamide